ClC1=C(C(=CC=C1)Cl)NC1=C(C=CC=C1)CC(=O)NN 2-(2-((2,6-dichlorophenyl)amino)phenyl)acethydrazide